4-Cyclopentyl-6-nitro-2H-benzo[b][1,4]oxazin-3(4H)-one C1(CCCC1)N1C2=C(OCC1=O)C=CC(=C2)[N+](=O)[O-]